N6-(N-{(2S)-2-Amino-4-[{(1R)-1-[1-benzyl-4-(2,5-difluorophenyl)-1H-pyrrol-2-yl]-2,2-dimethylpropyl}(glycoloyl)amino]butanoyl}-beta-alanyl)-L-lysin N[C@H](C(=O)NCCC(=O)NCCCC[C@H](N)C(=O)O)CCN(C(CO)=O)[C@H](C(C)(C)C)C=1N(C=C(C1)C1=C(C=CC(=C1)F)F)CC1=CC=CC=C1